(S)-N-(5,6-dichloro-8-(cyanomethoxy)-9-iodo-2,3-dihydro-1H-pyrrolo[1,2-a]indol-1-yl)acetamide ClC1=C(C=C(C=2C(=C3N(C12)CC[C@@H]3NC(C)=O)I)OCC#N)Cl